C[Y]C1C=CC=C1 methylcyclopentadienyl-yttrium